(E)-N-(4-((3-chlorophenyl)amino)-3-cyano-7-ethoxy-2-methylquinolin-6-yl)-4-(dimethylamino)but-2-enamide ClC=1C=C(C=CC1)NC1=C(C(=NC2=CC(=C(C=C12)NC(\C=C\CN(C)C)=O)OCC)C)C#N